C(CCCCC)NC(=O)C=1OC2=C(C1)C=CC=C2 N-hexyl-1-benzofuran-2-carboxamide